[1-[3-[2-amino-5-[(1-methylpyrrolidin-2-yl)methyl]-3-pentyl-7-quinolyl]phenyl]sulfonyl-azetidin-3-yl]methanol NC1=NC2=CC(=CC(=C2C=C1CCCCC)CC1N(CCC1)C)C=1C=C(C=CC1)S(=O)(=O)N1CC(C1)CO